amino formyl phosphate P(=O)(ON)(OC=O)[O-]